9-((4-((7-Methoxy-2-methyl-4-((1-(3-nitro-5-(Trifluoromethyl)phenyl)ethyl)amino)quinazolin-6-yl)oxy)piperidin-1-yl)methyl)-3-azaspiro[5.5]undecan COC1=C(C=C2C(=NC(=NC2=C1)C)NC(C)C1=CC(=CC(=C1)C(F)(F)F)[N+](=O)[O-])OC1CCN(CC1)CC1CCC2(CCNCC2)CC1